(diphenyltriazinyl)(diphenylfluorenyl)biphenyl C1(=CC=CC=C1)C1=C(C(=NN=N1)C=1C(=C(C=CC1)C1=CC=CC=C1)C1=C(C(=CC=2C3=CC=CC=C3CC12)C1=CC=CC=C1)C1=CC=CC=C1)C1=CC=CC=C1